glycyl-alanine methyl ester COC([C@@H](NC(CN)=O)C)=O